methyl-(R)-8-(1-aminoethyl)-2-(4,4-difluoropiperidin-1-yl)-3-methyl-4-oxo-3,4-dihydroquinazoline-6-carbonitrile CC1=C2C(N(C(=NC2=C(C=C1C#N)[C@@H](C)N)N1CCC(CC1)(F)F)C)=O